3-(8Z,11Z-pentadecdienyl)-1,2-benzenediol C(=CC=CCCCCCCCCCCC)C1=C(C(=CC=C1)O)O